ethyl 3-amino-6-bromo-pyridine-2-carboxylate NC=1C(=NC(=CC1)Br)C(=O)OCC